FC1(CC2C(N(C(N2)=O)CC2=CC=3N(N=C2)C=C(N3)[C@H](C3CCC(CC3)(F)F)NC(OC(C)(C)C)=O)C1)F tert-butyl ((1S)-(7-((5,5-difluoro-2-oxohexahydrocyclopenta[d]imidazol-1(2H)-yl)methyl)imidazo[1,2-b]pyridazin-2-yl)(4,4-difluorocyclohexyl)methyl)carbamate